C(C)OC(=O)C=1N=C(SC1)N1N=C(C=C1N)C1=CC=C(C=C1)OC(F)(F)F 2-[5-amino-3-(4-trifluoromethoxyphenyl)-1H-pyrazol-1-yl]thiazole-4-carboxylic acid ethyl ester